C(C)C1=C(C(=CC=C1)CC)N1CC(C1)C1=CC(=C(CN2CCC(CC2)C(=O)O)C(=C1)C)C 1-(4-(1-(2,6-diethylphenyl)azetidin-3-yl)-2,6-dimethylbenzyl)piperidine-4-carboxylic acid